COC=1C=C(C=CC1OC)S(=O)(=O)NC1=C(C(=O)NC=2SC=C(N2)C2=CC=C(C=C2)F)C=CC=C1 2-((3,4-dimethoxyphenyl)sulfonylamino)-N-(4-(4-fluorophenyl)thiazol-2-yl)benzamide